4-{3-(cyanomethyl)-3-[4-(7H-pyrrolo[2,3-d]pyrimidin-4-yl)-1H-pyrazol-1-yl]azetidin-1-yl}-N-(2-methoxyphenyl)piperidine-1-carboxamide C(#N)CC1(CN(C1)C1CCN(CC1)C(=O)NC1=C(C=CC=C1)OC)N1N=CC(=C1)C=1C2=C(N=CN1)NC=C2